ClC1=C(C(=NC=C1)C(C)NC(C1=CC(=CC(=C1)C(F)(F)F)C(F)(F)F)=O)N1N=CC(=C1)SC N-[1-[4-chloro-3-(4-methylsulfanylpyrazol-1-yl)-2-pyridyl]ethyl]-3,5-bis(tri-fluoromethyl)benzamide